1-methyl-1H-tetrazol-5-yl-6-(trifluoromethyl)-3-pyridinecarboxamide CN1N=NN=C1C1=NC(=CC=C1C(=O)N)C(F)(F)F